CC=1N=C(SC1C)NC(=O)C=1C=C(C=CC1C)NCCOCCOCCOCCOCCOCCOCCC(=O)O 1-((3-((4,5-dimethylthiazol-2-yl)carbamoyl)-4-methylphenyl)amino)-3,6,9,12,15,18-hexaoxahenicosan-21-oic acid